(6-chloro-4-methoxypyridazin-3-yl)-1,1,1-trifluoropropan-2-ol ClC1=CC(=C(N=N1)C(C(F)(F)F)(C)O)OC